ON=C(N)C1=CC2=C(N=N1)N(C=N2)CC2OCC2 N'-hydroxy-7-(oxetan-2-ylmethyl)-7H-imidazo[4,5-c]Pyridazine-3-carboxamidine